3-(4-(5-(Aminomethyl)-1-methyl-1H-1,2,4-triazol-3-yl)-1-oxoisoindolin-2-yl)piperidine-2,6-dione NCC1=NC(=NN1C)C1=C2CN(C(C2=CC=C1)=O)C1C(NC(CC1)=O)=O